cholesterol, tetrazolium salt [NH+]=1NN=NC1.CC(C)CCC[C@@H](C)[C@H]1CC[C@H]2[C@@H]3CC=C4C[C@@H](O)CC[C@]4(C)[C@H]3CC[C@]12C